7-bromo-4-(methyl-d3)-3,4-dihydrothieno[2,3-f][1,4]thiazepin-5(2H)-one 1,1-dioxide BrC1=CC2=C(C(N(CCS2(=O)=O)C([2H])([2H])[2H])=O)S1